NCCCN[C@@H](CCCN)C(=O)O 3-aminopropan-1-yl(ornithine)